Mannouronic acid O=C[C@@H](O)[C@@H](O)[C@H](O)[C@H](O)C(=O)O